COC(=O)C=1N=C(OC1C1=CNC2=CC=CC=C12)C1=C(C=CC=C1)OC 5-(1H-indol-3-yl)-2-(2-methoxyphenyl)oxazole-4-carboxylic acid methyl ester